tert-butyl 2,3-dihydro-1H-isoindol-5-ylcarbamate C1NCC2=CC(=CC=C12)NC(OC(C)(C)C)=O